OC1[C@@H](O)[C@@H](O)[C@H](O)[C@H](O1)[C@@H](O)CO L-glycero-D-manno-Heptopyranose